(S)-1-(1-((5-(4-((6-(((isoxazol-5-ylmethyl)amino)methyl)pyridin-3-yl)ethynyl)phenyl)isoxazol-3-yl)methyl)-1H-imidazol-2-yl)ethan-1-ol O1N=CC=C1CNCC1=CC=C(C=N1)C#CC1=CC=C(C=C1)C1=CC(=NO1)CN1C(=NC=C1)[C@H](C)O